C1(=CC=CC=C1)C1=CN=C(S1)NC1=CC=C(C=C1)NC(=O)NCC1=CC=NC=C1 1-(4-((5-Phenylthiazol-2-yl)amino)phenyl)-3-(pyridin-4-ylmethyl)urea